5-4-tert-butylphenyl-1,3,4-oxadiazole C(C)(C)(C)C1=CC=C(C=C1)C1=NN=CO1